Cl.C(C)OC(=O)C1CCN(CC1)C(C1=CC2=CC=C(C=C2CC1)OCC=1C=C2C(=NN(C2=CC1)C(C)C)Cl)Cl 1-[chloro-6-(3-chloro-1-isopropyl-1H-indazol-5-ylmethoxy)-3,4-dihydro-naphthalen-2-yl-methyl]-piperidine-4-carboxylic acid ethyl ester hydrochloride